C(C)(C)C1=NC2=C(N1C=1C=C3C(=NC1)NC(C3)=O)C=CC(=C2)C2CCN(CC2)C(=O)OC(C)(C)C tert-Butyl 4-(2-isopropyl-1-(2-oxo-2,3-dihydro-1H-pyrrolo[2,3-b]pyridin-5-yl)-1H-benzo[d]imidazol-5-yl)piperidine-1-carboxylate